OCCOCCNC(=O)C1=CC2=C(N=C(N2C)NC=2SC3=C(N2)C=CC(=C3)Cl)C=C1 2-(6-Chloro-benzothiazol-2-ylamino)-3-methyl-3H-benzoimidazole-5-carboxylic acid [2-(2-hydroxy-ethoxy)-ethyl]-amide